4-(3-methylsulfonylpropylthio)phenol CS(=O)(=O)CCCSC1=CC=C(C=C1)O